1-((S)-1-((2S,4R)-2-(((R)-3-([1,1'-biphenyl]-4-yl)-1-amino-1-oxopropan-2-yl)carbamoyl)-4-hydroxypyrrolidin-1-yl)-3,3-dimethyl-1-oxobutan-2-yl)-1H-1,2,3-triazole-4-carboxamide C1(=CC=C(C=C1)C[C@H](C(=O)N)NC(=O)[C@H]1N(C[C@@H](C1)O)C([C@H](C(C)(C)C)N1N=NC(=C1)C(=O)N)=O)C1=CC=CC=C1